ClC=1C=C(C=CC1Cl)C=1N=C(SC1SC(C)C)N1N=C(C(=C1C(=O)O)C1=CC(=NC=C1)F)C 1-(4-(3,4-dichlorophenyl)-5-(isopropylthio)thiazol-2-yl)-4-(2-fluoropyridin-4-yl)-3-methyl-1H-pyrazole-5-carboxylic acid